C(CCCCCCCCCCC)N(CCCCCCCCCCCC)CCN1CCN(CC1)CC1=CC=C(C=C1)OC N-Dodecyl-N-(2-(4-(4-methoxybenzyl)piperazin-1-yl)ethyl)dodecan-1-amine